(6S,7S)-7-amino-6-((2,5-difluoro-[1,1'-biphenyl]-3-yl)methyl)-5-azaspiro[2.4]heptane-5-carboxylic acid tert-butyl ester C(C)(C)(C)OC(=O)N1CC2(CC2)[C@@H]([C@@H]1CC=1C(=C(C=C(C1)F)C1=CC=CC=C1)F)N